C(=C=C)=[C] allenylidenecarbon